CC1=CC=C(C=C1)\C=C\C=C\C=C\C1=CC=CC=C1 1-methyl-4-((1E,3E,5E)-6-phenylhexa-1,3,5-trien-1-yl)benzene